methyl 4,4-dimethoxy-3-oxobutyrate COC(C(CC(=O)OC)=O)OC